COC1=C(C(=O)P(CCCC)(C(C2=C(C=C(C=C2C)C)C)=O)=O)C(=CC=C1)OC 2,6-dimethyloxybenzoyl-2,4,6-trimethylbenzoyl-n-butylphosphine oxide